C1(CC1)C=1C(=C2C(C(N(C2=C(C1)F)C=1C(N(C=CC1C)CCCC(=O)O)=O)=O)(C)C)F (Ra)-4-(3-(5-cyclopropyl-4,7-difluoro-3,3-dimethyl-2-oxoindolin-1-yl)-4-methyl-2-oxopyridin-1(2H)-yl)butanoic acid